1,3,5-tris(dibenzothiophen-4-yl)-benzene C1=CC=C(C=2SC3=C(C21)C=CC=C3)C3=CC(=CC(=C3)C3=CC=CC2=C3SC3=C2C=CC=C3)C3=CC=CC2=C3SC3=C2C=CC=C3